C(C)(C)(C)OC(=O)N1CCN(CC1)C=1N=CC(=C2C1N(C=C2)C)C(F)(F)F 4-(1-methyl-4-(trifluoromethyl)-1H-pyrrolo[2,3-c]pyridin-7-yl)piperazine-1-carboxylic acid tert-butyl ester